(±)-2-chloro-3-((4-methoxybenzyl)oxy)-6-(oxiran-2-yl)pyridine ClC1=NC(=CC=C1OCC1=CC=C(C=C1)OC)[C@H]1OC1 |r|